(S)-3-(benzyl-((R)-1-phenylethyl)amino)-3-(5-methoxybiphenyl-3-yl)propanoic acid ethyl ester C(C)OC(C[C@@H](C=1C=C(C=C(C1)OC)C1=CC=CC=C1)N([C@H](C)C1=CC=CC=C1)CC1=CC=CC=C1)=O